methyl 3-(9-((4-(aminomethyl)-2-fluorophenyl)carbamoyl)-4,5-dihydrobenzo[b]thieno[2,3-d]oxepin-8-yl)-6-(propylcarbamoyl)picolinate NCC1=CC(=C(C=C1)NC(=O)C1=CC2=C(OCCC3=C2SC=C3)C=C1C=1C(=NC(=CC1)C(NCCC)=O)C(=O)OC)F